methyl 6-[[(2R,3S,4S,5R)-3-(3,4-difluoro-2-methoxy-phenyl)-4,5-dimethyl-5-(trifluoromethyl)tetrahydrofuran-2-carbonyl]amino]pyridine-2-carboxylate FC=1C(=C(C=CC1F)[C@H]1[C@@H](O[C@]([C@H]1C)(C(F)(F)F)C)C(=O)NC1=CC=CC(=N1)C(=O)OC)OC